C1N(CC12OCCC2)C2=CC=C(C=C2)C(=O)N2CCN(CC2)C=2OC=1C(=NC=CC1)N2 (4-(5-oxa-2-azaspiro[3.4]octan-2-yl)phenyl)(4-(oxazolo[4,5-b]pyridin-2-yl)piperazin-1-yl)methanone